Aminoflavone CC1C(F)=C(N)C2C(=O)C=C(C3C=CC(N)=C(F)C=3)OC=2C=1F